ClC1=CC(=C(C=C1)[C@@]1(OC2=C(O1)C=CC=C2C2CCN(CC2)CC=2N(C(=C(N2)C)/C=C/C(=O)O)C[C@H]2OCC2)C)F (E)-3-(2-((4-((S)-2-(4-chloro-2-fluorophenyl)-2-methylbenzo[d][1,3]dioxol-4-yl)piperidin-1-yl)methyl)-4-methyl-1-(((S)-oxetan-2-yl)methyl)-1H-imidazol-5-yl)acrylic acid